C1(=CC=CC=C1)S(=O)(=O)/C=C/CNC(=O)C=1C(NC=2CCN(CC2C1)CC1=C2C=NN(C2=CC=C1)C)=O N-[(2E)-3-(benzenesulfonyl)prop-2-en-1-yl]-6-[(1-methyl-1H-indazol-4-yl)methyl]-2-oxo-1,2,5,6,7,8-hexahydro-1,6-naphthyridine-3-carboxamide